CC=1NC(C=NC1)(C)C 2,6,6-trimethylpyrazine